C=C(C)O[C@@H]1CN(CC[C@H]1OC1=CC(=CC=C1)C(F)(F)F)C(=O)OC(C)(C)C |r| (±)-trans-tert-butyl 3-(prop-1-en-2-yloxy)-4-(3-(trifluoromethyl)phenoxy)piperidine-1-carboxylate